C(C)OC(C(C)O[SiH]1OO1)(OCC)OCC tris(ethoxy)-2-propoxysiloxane ether